CN(CCC(=O)OCCN1CC(OC(C1)CCCCCC(=O)OCCCCCCCCC)CCCCCC(=O)OC(CCCCCCCC)CCCCCCCC)C heptadecan-9-yl 6-(4-(2-((3-(dimethylamino) propanoyl)oxy)ethyl)-6-(6-(nonyloxy)-6-oxohexyl)morpholin-2-yl)hexanoate